6-bromo-3-isobutylbenzo[b]thiophene-7-thiol BrC=1C=CC2=C(SC=C2CC(C)C)C1S